2-(methylthio)-1-(4-(5-(p-tolyl)-1H-imidazol-2-yl)thiazolidine-3-yl)propan-1-one CSC(C(=O)N1CSCC1C=1NC(=CN1)C1=CC=C(C=C1)C)C